ClC1=CC=C(C=C1)NC(CC(CO)N1CCOC2(CCN(C2)C2=CC=C(C=C2)OC(F)(F)F)C1)=O N-(4-chlorophenyl)-4-hydroxy-3-{2-[4-(trifluoromethoxy)phenyl]-6-oxa-2,9-diazaspiro[4.5]decan-9-yl}butanamide